(S)-1-((2S,4S)-4-(2-(4-(aminomethyl)isoindolin-2-yl)-2-oxoethyl)-5-oxopyrrolidine-2-carbonyl)-4,4-difluoropyrrolidine-2-carbonitrile NCC1=C2CN(CC2=CC=C1)C(C[C@@H]1C[C@H](NC1=O)C(=O)N1[C@@H](CC(C1)(F)F)C#N)=O